C(C)(C)(C)OC(=O)N1C(CCC1)C=1C=NC2=C(N=CC=C2C1)NC1=C(C(=CC=C1)Br)Cl 2-(8-(3-bromo-2-chlorophenyl-amino)-1,7-naphthyridin-3-yl)pyrrolidine-1-carboxylic acid tert-butyl ester